3-{3-[(6-fluoronaphthalen-1-yl)oxy]propyl}-7-(1,3,5-trimethyl-1H-pyrazol-4-yl)-1H-indole-2-carboxylic acid FC=1C=C2C=CC=C(C2=CC1)OCCCC1=C(NC2=C(C=CC=C12)C=1C(=NN(C1C)C)C)C(=O)O